N1C2C(CCC1)CNC2 octahydro-6H-pyrrolo[3,4-b]pyridin